(S)-1-phenyl-2-(pyrrolidin-2-yl)-1H-benzimidazole C1(=CC=CC=C1)N1C(=NC2=C1C=CC=C2)[C@H]2NCCC2